3-(3-(2,4-dioxo-tetrahydropyrimidin-1(2H)-yl)-4-methylbenzoyl)-3-azaspiro[5.5]undecane-9-carbaldehyde O=C1N(CCC(N1)=O)C=1C=C(C(=O)N2CCC3(CC2)CCC(CC3)C=O)C=CC1C